6-iodo-3-((8-methoxy-2,3-dihydrobenzo[b][1,4]dioxin-6-yl)methyl)-3H-imidazo[4,5-b]pyridine IC=1C=C2C(=NC1)N(C=N2)CC2=CC1=C(OCCO1)C(=C2)OC